1-[(tert-butoxy)carbonyl]piperidine-3-carboxylic acid C(C)(C)(C)OC(=O)N1CC(CCC1)C(=O)O